C(C)(C)(C)OC(NCC1=CC(=CC=C1)N1N=C(C=C1C(NC=1C(=C2CCN(CC2=CC1)C)F)=O)C(F)(F)F)=O 3-(5-(5-Fluoro-2-methyl-1,2,3,4-tetrahydroisoquinolin-6-ylcarbamoyl)-3-(trifluoromethyl)-1H-pyrazol-1-yl)phenylmethylcarbamic acid tert-butyl ester